ClC=1C=C2N(N=CC(=C2N(C)C)C(=O)OCC)C1 ethyl 6-chloro-4-(dimethylamino)pyrrolo[1,2-b]pyridazine-3-carboxylate